C1(CC1)C1=C(C=CC=C1)C1=CC(=C(C=C1)C1CN(CC1)C(=O)C1=NC=C(N=C1)C)CO (3-(2'-cyclopropyl-3-(hydroxymethyl)biphenyl-4-yl)pyrrolidin-1-yl)(5-methylpyrazin-2-yl)methanone